N[C@H](C)C1(CN(C1)C(=O)C1=C(C(=C(C=C1)F)F)NC1=C(C=C(C=C1)I)F)O 3-[(1R)-1-aminoethyl]-1-({3,4-difluoro-2-[(2-fluoro-4-iodophenyl)amino]phenyl}carbonyl)azetidin-3-ol